C1(=CC=CC=C1)C(=C)O[Si](C)(C)C 1-phenyl-1-(trimethylsiloxy)ethylene